2-[3-(dibenzothiophen-4-yl)Phenyl]-1-phenyl-1H-benzimidazole dimethyl-4-[(3R)-1-tert-butoxycarbonylpyrrolidin-3-yl]oxybenzene-1,2-dicarboxylate COC(=O)C=1C(=CC(=CC1)O[C@H]1CN(CC1)C(=O)OC(C)(C)C)C(=O)OC.C1=CC=C(C=2SC3=C(C21)C=CC=C3)C=3C=C(C=CC3)C3=NC2=C(N3C3=CC=CC=C3)C=CC=C2